The molecule is a cholestanoid that is 5alpha-cholesta-8,14-dien-3beta-ol bearing two additional methyl substituents at position 4. It is a 3beta-sterol, a cholestanoid and a tetracyclic triterpenoid. C[C@H](CCCC(C)C)[C@H]1CC=C2[C@@]1(CCC3=C2CC[C@@H]4[C@@]3(CC[C@@H](C4(C)C)O)C)C